NC1=C(CNC(=O)[C@@H]2[C@H](C2)C2=NC=CC(=N2)C)C=CC(=C1)Cl |r| rac-(1S*,2S*)-N-(2-amino-4-chlorobenzyl)-2-(4-methylpyrimidin-2-yl)cyclopropane-1-carboxamide